(3aR,6aS)-N-Boc-hexahydro-5-oxocyclopenta[C]pyrrole C(=O)(OC(C)(C)C)N1C[C@@H]2[C@H](C1)CC(C2)=O